(2R,5S,12R)-12-cyclohexyl-2-[2-(3,4-dimethoxyphenyl)ethyl]-14,15-dihydroxy-3,17-dioxa-10-azatricyclo[16.3.1.05,10]docosa-1(22),18,20-triene-4,11-dione C1(CCCCC1)[C@@H]1C(N2CCCC[C@H]2C(O[C@@H](C=2C=CC=C(OCC(C(C1)O)O)C2)CCC2=CC(=C(C=C2)OC)OC)=O)=O